1,12-bis(trimethylsiloxy)dodecene C[Si](OC=CCCCCCCCCCCO[Si](C)(C)C)(C)C